niobium-platinum [Pt].[Nb]